6-methoxy-4-(4-methylpiperazin-1-yl)benzene-1,3-diamine COC1=CC(=C(C=C1N)N)N1CCN(CC1)C